CC(CCCCCCCCCCCCCCCCC)(C(CCBr)[Si](OC)(OC)OC)C dimethyloctadecyl-[3-(trimethoxysilyl)propyl] bromide